[I-].C[N+]1=CNC2=NC=CC=C21 1-methyl-3H-imidazo[4,5-b]Pyridin-1-ium iodide